(1-(3,4,5-trifluorobenzyl)-1H-1,2,3-triazol-4-yl)methylamine FC=1C=C(CN2N=NC(=C2)CN)C=C(C1F)F